tert-butyl (2S,4S)-4-[2-(7-fluoro-2-methyl-indazol-5-yl)-5-oxo-1,6-naphthyridin-6-yl]-2-methyl-piperidine-1-carboxylate FC1=CC(=CC2=CN(N=C12)C)C1=NC=2C=CN(C(C2C=C1)=O)[C@@H]1C[C@@H](N(CC1)C(=O)OC(C)(C)C)C